C(C)S(=O)(=O)C=1C=C(C=NC1C1=CC=C(C=C1)OC(F)(F)F)C=1C=NC=2N(C1)N=C(N2)C(F)(F)F 6-(5-(ethylsulfonyl)-6-(4-(trifluoromethoxy)phenyl)pyridin-3-yl)-2-(trifluoromethyl)-[1,2,4]triazolo[1,5-a]pyrimidine